1-isopropyl-5-(4-oxo-1,4-dihydropyrimidin-2-yl)-1H-indole-3-carbonitrile C(C)(C)N1C=C(C2=CC(=CC=C12)C=1NC=CC(N1)=O)C#N